ammonium thiogallate C(C1=CC(O)=C(O)C(O)=C1)(=S)[O-].[NH4+]